OC1=C(C=CC=C1)C1=CC=CC=C1 hydroxy-[1,1']biphenyl